(S)-methyl 2-(3-(2-(dimethylamino) ethyl)-5-methyl-6-oxopyridazin-1(6H)-yl)-4-methylpentanoate CN(CCC1=NN(C(C(=C1)C)=O)[C@H](C(=O)OC)CC(C)C)C